cis-3-fluoro-5-[(3S)-2-[3-(5-fluoroindazol-2-yl)cyclobutanecarbonyl]isoxazolidin-3-yl]benzonitrile FC=1C=C(C#N)C=C(C1)[C@H]1N(OCC1)C(=O)[C@@H]1C[C@@H](C1)N1N=C2C=CC(=CC2=C1)F